tert-butyl N-[[4-[6-(4-formylphenyl)pyrrolo[1,2-b]pyridazin-4-yl]-2-methyl-phenyl]methyl]carbamate C(=O)C1=CC=C(C=C1)C=1C=C2N(N=CC=C2C2=CC(=C(C=C2)CNC(OC(C)(C)C)=O)C)C1